(S)-beta-phenylalanine N[C@H](C1=CC=CC=C1)CC(=O)O